2-((S)-1-(1-(3-isopropyl-1,2,4-oxadiazol-5-yl)piperidin-4-yl)ethoxy)-6-(2-methoxypyridin-4-yl)imidazo[2,1-b][1,3,4]thiadiazol C(C)(C)C1=NOC(=N1)N1CCC(CC1)[C@H](C)OC1=NN2C(S1)=NC(=C2)C2=CC(=NC=C2)OC